C(C1=CC=CC=C1)N(CCCCCCCC(=O)OCCCC(CCCCC)CCCCC)CCCCCCCC(OCCCC(CCCCC)CCCCC)=O 4-pentylnonyl 8-[benzyl-[8-oxo-8-(4-pentylnonoxy)octyl]amino]octanoate